C1(=C(C=CC=C1)C=C=S)C toluylthioketene